FC1=C(N=CC2=C1N=C(N=C2N2CCOCCC2)OCC2(CC2)CN(C)C)C2=CC(=CC1=CC=CC=C21)OCOC 1-[1-[[8-fluoro-7-[3-(methoxymethoxy)-1-naphthyl]-4-(1,4-oxazepan-4-yl)pyrido[4,3-d]pyrimidin-2-yl]oxymethyl]cyclopropyl]-N,N-dimethyl-methanamine